Cl.FC=1C(=CC=2C3=C(C=NC2C1)N(C(C31CCC1)=O)C)C=1C=C(C(=NC1)OCCNC(C)C)NS(=O)(=O)C(C)C N-(5-(7'-Fluoro-3'-methyl-2'-oxo-2',3'-dihydrospiro[cyclobutane-1,1'-pyrrolo[2,3-c]quinolin]-8'-yl)-2-(2-(isopropylamino)ethoxy)pyridin-3-yl)propane-2-sulfonamide hydrogen chloride